[Nb].[Au] gold-niobium